C(C)(C)(C)C1NCC12COC(OC2)CCN(CC2=C(C(=C(C=C2)OC)F)F)C2=NC=C(C=C2)C#N tert-butyl-7-(2-((5-cyanopyridin-2-yl)(2,3-difluoro-4-methoxybenzyl)amino)ethyl)-6,8-dioxa-2-azaspiro[3.5]nonane